FC1=C(C(=CC=C1)F)C=1C(=CC2=C(N(C(N=C2N2[C@H](CN([C@@H](C2)C)C(C=C)=O)C)=O)C=2C(=NC=CC2C)C(C)C)N1)F (M)-7-(2,6-Difluorophenyl)-4-[(2S,5R)-2,5-dimethyl-4-prop-2-enoyl-piperazin-1-yl]-6-fluoro-1-(2-isopropyl-4-methyl-3-pyridyl)pyrido[2,3-d]pyrimidin-2-one